5-methoxy-2-(methyl-d3)pyridine COC=1C=CC(=NC1)C([2H])([2H])[2H]